(2-benzyl-4-methylphenyl)-2-bromoacetamide C(C1=CC=CC=C1)C1=C(C=CC(=C1)C)C(C(=O)N)Br